(1-(6-bromopyridin-2-yl)-1H-pyrazolo[4,3-c]pyridin-6-yl)acetamide BrC1=CC=CC(=N1)N1N=CC=2C=NC(=CC21)CC(=O)N